1-(2-(5-((2S,5R)-5-amino-2-methylpiperidine-1-carbonyl)-7-methoxy-1-methyl-1H-benzo[d]imidazol-2-yl)-1-(cyclopropylmethyl)-1H-pyrrolo[2,3-b]pyridin-6-yl)-6-methylpiperidin-2-one N[C@@H]1CC[C@@H](N(C1)C(=O)C1=CC2=C(N(C(=N2)C2=CC=3C(=NC(=CC3)N3C(CCCC3C)=O)N2CC2CC2)C)C(=C1)OC)C